tert-butyl 4-(3-(2,6-dioxopiperidin-3-yl)-1-methyl-1H-indazol-6-yl)piperazine-1-carboxylate O=C1NC(CCC1C1=NN(C2=CC(=CC=C12)N1CCN(CC1)C(=O)OC(C)(C)C)C)=O